C(C)(=O)N[C@@H](CCC(=O)O)C(=O)N[C@H](C(=O)NCC1=C(C=CC(=C1)OC1CNCCC1)C)CCC1=CC=CC=C1 (4S)-4-acetamido-5-(((2S)-1-((2-methyl-5-(piperidin-3-yloxy)benzyl)amino)-1-oxo-4-phenylbutan-2-yl)amino)-5-oxopentanoic acid